F[C@H]1[C@@H](C1)C(=O)NCC1=NC(=NO1)C=1N(C2=CC=CC(=C2C1)NC1CCN(CC1)C)CC(F)(F)F |r| (+/-)-(1S,2R)-2-fluoro-N-[(3-{4-[(1-methylpiperidin-4-yl)amino]-1-(2,2,2-trifluoroethyl)-1H-indol-2-yl}-1,2,4-oxadiazol-5-yl)methyl]cyclopropane-1-carboxamide